3,6-dimethoxy-1,2,4-benzenetriamine COC1=C(C(=C(C=C1N)OC)N)N